6-(3,5-difluoroanilino)-N-(2,3-dihydrobenzofuran-3-ylmethyl)-3-methoxy-pyridine-2-carboxamide FC=1C=C(NC2=CC=C(C(=N2)C(=O)NCC2COC3=C2C=CC=C3)OC)C=C(C1)F